γ-Glycidoxypropyltributoxysilan C(C1CO1)OCCC[Si](OCCCC)(OCCCC)OCCCC